C1(CC1)C=1C=C(C=NC1)NC(=O)[N-]C1=C[N+](=NO1)CC1=NC=C(C=C1)C=1C(=NOC1C)C ((5-cyclopropylpyridin-3-yl)carbamoyl)(3-((5-(3,5-dimethylisoxazol-4-yl)pyridin-2-yl)methyl)-1,2,3-oxadiazol-3-ium-5-yl)amide